4-[(4-fluorophenyl)methyl]piperidine-4-carbonitrile hydrochloride Cl.FC1=CC=C(C=C1)CC1(CCNCC1)C#N